6-(3-amino-1H-indazol-4-yl)-N-(o-methylphenyl)-1-naphthalenecarboxamide NC1=NNC2=CC=CC(=C12)C=1C=C2C=CC=C(C2=CC1)C(=O)NC1=C(C=CC=C1)C